NC1=NC2=CC(=CC=C2C(=N1)N[C@@](CO)(CCCC)C)C1=CC(NC=C1COC)=O (R)-4-(2-amino-4-((1-hydroxy-2-methylhexan-2-yl)amino)quinazolin-7-yl)-5-(methoxymethyl)pyridin-2-one